ethyl glycinate hydrochloride salt Cl.NCC(=O)OCC